1-(9H-fluoren-9-yl)-3,6-dioxo-10-(trifluoromethyl)-2,9-dioxa-4,7-diazaundecan-11-oic acid C1=CC=CC=2C3=CC=CC=C3C(C12)COC(NCC(NCOC(C(=O)O)C(F)(F)F)=O)=O